NC=1C2=C(N=CN1)N(C=C2Br)[C@@H]2C[C@@H]([C@@H]1[C@H]2OC(O1)(C)C)C(=O)NCCCOC(NCCC1=CC=CC=C1)=O (3-((3aR,4S,6R,6aS)-6-(4-amino-5-bromo-7H-pyrrolo[2,3-d]pyrimidin-7-yl)-2,2-dimethyltetrahydro-4H-cyclopenta[d][1,3]dioxole-4-carboxamido)propyl)(phenethyl)carbamate